FC1(CCC(CC1)N1C(=C(C=C1C)C(CN1CCCCC1)=O)C)F 1-(1-(4,4-Difluoro-cyclohexyl)-2,5-dimethyl-1H-pyrrol-3-yl)-2-(piperidin-1-yl)ethanone